pyrido[3,4-b]pyrazin-2(1H)-one N1C2=C(N=CC1=O)C=NC=C2